(1S,4s)-4-((2-((6-((R)-3-((3-Ethoxypyridin-2-yl)oxy)piperidin-1-yl)pyrazin-2-yl)amino)pyrimidin-4-yl)oxy)cyclohexan C(C)OC=1C(=NC=CC1)O[C@H]1CN(CCC1)C1=CN=CC(=N1)NC1=NC=CC(=N1)OC1CCCCC1